P(=O)(O)(O)OP(=O)(O)OP(=O)(O)O.O=C1NC(NC(N1)=O)=O 2,4,6-trioxo-1,3,5-triazine-triphosphoric acid